1-bromo-3-methoxybenzene BrC1=CC(=CC=C1)OC